C(CCCCCCCCCCCCCCCCCCCCC)OC(C(=C)C)=O.[Cl-].C(C=C)(=O)NCCC[N+](C)(C)C acrylamidopropyl-trimethyl-ammonium chloride behenyl-methacrylate